(S)-N1-(1-(2-(Bicyclo[1.1.1]pentan-1-ylamino)-2-oxoethyl)-2-oxo-1,2-dihydropyridin-3-yl)-2-(6-(dimethylamino)benzofuran-2-carboxamido)-N6-ethyl-5-oxohexandiamid C12(CC(C1)C2)NC(CN2C(C(=CC=C2)NC([C@H](CCC(C(=O)NCC)=O)NC(=O)C=2OC1=C(C2)C=CC(=C1)N(C)C)=O)=O)=O